COC1=C(C=C2C(=N1)N=CS2)C2=CN(C1=NC(=CC=C12)NC(OC(C)(C)C)=O)COCC[Si](C)(C)C tert-butyl N-(3-[5-methoxy-[1,3]thiazolo[4,5-b]pyridin-6-yl]-1-[[2-(trimethylsilyl)ethoxy]methyl]pyrrolo[2,3-b]pyridin-6-yl)carbamate